NC=1C2=C(N=CN1)N(C=C2C#CC2=C(C(=O)NC1=CC(=C(C=C1)CN1CCN(CC1)C)C(F)(F)F)C=CC(=C2)C)C2CCC(CC2)=O ((4-amino-7-(4-oxocyclohexyl)-7H-pyrrolo[2,3-d]pyrimidin-5-yl)ethynyl)-4-methyl-N-(4-((4-methylpiperazin-1-yl)methyl)-3-(trifluoromethyl)phenyl)benzamide